3-(3,5-difluorophenyl)urea FC=1C=C(C=C(C1)F)NC(N)=O